bi[1,3]dioxol-5-yl nicotinate C(C1=CN=CC=C1)(=O)O.O1COC=C1C1=COCO1